tert-butyl (R)-3,4-dichloro-1-((S)-4-(3-methoxyazetidin-1-yl)-2,2-dimethylpyrrolidin-1-yl)-12-oxo-6a,7,9,10-tetrahydro-12H-pyrazino[2,1-c]pyrido[3,4-f][1,4]oxazepine-8(6H)-carboxylate ClC1=C(C2=C(C(N3[C@@H](CO2)CN(CC3)C(=O)OC(C)(C)C)=O)C(=N1)N1C(C[C@@H](C1)N1CC(C1)OC)(C)C)Cl